rac-(3-((2-Methyl-1,2,3,4-tetrahydroisoquinolin-1-yl)methyl)-1,2,3-oxadiazol-3-ium-5-yl)((2-(trifluoromethyl)pyridin-4-yl)carbamoyl)amide CN1[C@H](C2=CC=CC=C2CC1)C[N+]1=NOC(=C1)[N-]C(NC1=CC(=NC=C1)C(F)(F)F)=O |r|